7-bromo-6-chloro-1,2,3,4-tetrahydroisoquinolin-1-one BrC1=C(C=C2CCNC(C2=C1)=O)Cl